BrC=1C=C(C=C(C1)F)C1(CC(C1)O)C(=O)O 1-(3-Bromo-5-fluorophenyl)-3-hydroxycyclobutane-1-carboxylic acid